COC(=O)C=1C=CC=C2C=3CCNCC3NC12 8-methoxycarbonyl-1,3,4,9-tetrahydro-β-carboline